(1S,5S)-6-Methyl-2,6-diazabicyclo[3.2.0]heptane dihydrochloride Cl.Cl.CN1[C@H]2CCN[C@H]2C1